(R)-6-chloro-3-((1-(2-cyano-7-methyl-3-(piperidin-1-yl)quinoxalin-5-yl)ethyl)amino)picolinic acid ClC1=CC=C(C(=N1)C(=O)O)N[C@H](C)C1=C2N=C(C(=NC2=CC(=C1)C)C#N)N1CCCCC1